COC1=C(C(=CC(=C1)C1=NC2=C(N1CCOC)C=CC=C2)O)O 3-methoxy-5-(1-(2-methoxyethyl)-1H-benzo[d]imidazol-2-yl)benzene-1,2-diol